C(C1=CC=CC=C1)C1=CC=C(C=C1)NC1(OC(C2=CC=CC=C12)=O)C(=O)NC(C)(C)C 1-((4-benzyl-phenyl)amino)-N-(tert-butyl)-3-oxo-1,3-dihydroisobenzofuran-1-carboxamide